C1(CC1)COC1=C(OC2C3CN(CC2CC3)C=3N=NC(=CC3)C(F)(F)F)C=CC(=C1)C(F)(F)F 8-(2-cyclopropylmethoxy-4-trifluoromethylphenoxy)-3-(6-trifluoromethylpyridazin-3-yl)-3-aza-bicyclo[3.2.1]octane